C1(=CC=CC=C1)CC(CC1=CC=CC=C1)(C=1O[C@H](C(N1)C1=CC=CC=C1)C1=CC=CC=C1)C=1O[C@H]([C@H](N1)C1=CC=CC=C1)C1=CC=CC=C1 (4R,5S,5'S)-2,2'-(1,3-diphenylpropane-2,2-diyl)bis(4,5-diphenyl-4,5-dihydrooxazole)